5-broMo-2-fluoropyridine BrC=1C=CC(=NC1)F